CC(C)(\C=C\CC)C trans-2,2-Dimethyl-3-hexen